thiadiazol-4(3H)-one 1-oxide S1(NNC(C1)=O)=O